N1C=NC=C1C1=CC=CC=2[C@@H](CCOC21)CNC(OC(C)(C)C)=O tert-butyl N-{[(4R)-8-(1H-imidazol-5-yl)-3,4-dihydro-2H-1-benzopyran-4-yl]methyl}carbamate